N-(6-chloropyridin-3-yl)-2-(8-formyl-7-hydroxy-6-methoxy-4-methyl-2-oxo-2H-chromen-3-yl)acetamide methyl-4-bromo-2-butenoate COC(C=CCBr)=O.ClC1=CC=C(C=N1)NC(CC=1C(OC2=C(C(=C(C=C2C1C)OC)O)C=O)=O)=O